OCCNC(C1=CN=CC=C1)=O N-(2-hydroxyethyl)-nicotinamide